thiophene-2,5-dicarboxylic acid dibromide S1C(=CC=C1C(=O)Br)C(=O)Br